C(C1=CC=CC=C1)OC(CCC=C)(C(F)(F)F)C=1OC(=NN1)C1=NC(=C(C=C1[N+](=O)[O-])C(F)(F)F)OC1=CC(=CC=C1)I 2-[1-benzyloxy-1-(trifluoromethyl)pent-4-enyl]-5-[6-(3-iodophenoxy)-3-nitro-5-(trifluoromethyl)-2-pyridinyl]-1,3,4-oxadiazole